3-({3-[2-(4-chlorophenyl)-2-hydroxy(2-2H)ethyl]-1,2,4-oxadiazol-5-yl}methyl)-5-methyl-1H-pyrimidine-2,4-dione ClC1=CC=C(C=C1)C(CC1=NOC(=N1)CN1C(NC=C(C1=O)C)=O)([2H])O